2-(1-(1-cyclopropyl-1H-pyrazol-4-yl)-6-oxopiperidin-3-yl)-6,7-dimethylpteridin-4-yl 4-methylbenzenesulfonate CC1=CC=C(C=C1)S(=O)(=O)OC1=NC(=NC2=NC(=C(N=C12)C)C)C1CN(C(CC1)=O)C=1C=NN(C1)C1CC1